N-[(3S)-3-[(7-fluoro-2-formyl-indan-5-yl)carbamoyl]tetrahydrofuran-3-yl]carbamic acid tert-butyl ester C(C)(C)(C)OC(N[C@@]1(COCC1)C(NC=1C=C2CC(CC2=C(C1)F)C=O)=O)=O